(2R,3S)-2-(3-(6,7-dichloro-1H-benzo[d]imidazol-1-yl)propyl)piperidin-3-ol ClC=1C=CC2=C(N(C=N2)CCC[C@H]2NCCC[C@@H]2O)C1Cl